2-(4-chloro-3-fluorophenoxy)-N-(3-{2-[(3-methyl-1,2-benzoxazol-6-yl)oxy]acetamido}bicyclo[1.1.1]pentan-1-yl)acetamide ClC1=C(C=C(OCC(=O)NC23CC(C2)(C3)NC(COC3=CC2=C(C(=NO2)C)C=C3)=O)C=C1)F